BrCC(CBr)OC1OCCCC1 2-((1,3-dibromopropane-2-yl)oxy)tetrahydro-2H-pyran